C1(=CC=CC=C1)NC1=CC(=CC=C1)C1=NC2=CC=CC=C2C=C1 N-phenyl-3-(quinolin-2-yl)aniline